C(C(C)C)C1=CC=NC=C1[Si](C)(C)C 4-isobutyl-5-(trimethylsilyl)pyridine